(5-(trifluoromethylpyridin-2-yl)aminopyrrolidine-1-carbonyl)benzaldehyde FC(F)(F)C=1C(=NC=CC1)NC1CCCN1C(=O)C1=C(C=O)C=CC=C1